O1C=NC2=C1C=C(C=C2)C(=O)N benzo[d]oxazole-6-carboxamide